N-Phenyl-3-aminopropyltrimethoxysilan C1(=CC=CC=C1)NCCC[Si](OC)(OC)OC